3-(3-((5-(3-((6-Fluoro-4-methyl-1H-indol-5-yl)oxy)phenyl)-1H-pyrrol-2-yl)methyl)phenyl)propanoic acid FC1=C(C(=C2C=CNC2=C1)C)OC=1C=C(C=CC1)C1=CC=C(N1)CC=1C=C(C=CC1)CCC(=O)O